C(C)N(C=NC1=C(C=C(C(=C1)C)CC1=CC(=CC(=C1)OC)F)C)C N-ethyl-N'-(4-(3-fluoro-5-methoxybenzyl)-2,5-dimethylphenyl)-N-methylformimidamide